4-((3-bromo-1,6-dimethyl-1H-pyrazolo[3,4-d]pyrimidin-4-yl)aminomethyl)benzenesulfonamide BrC1=NN(C2=NC(=NC(=C21)NCC2=CC=C(C=C2)S(=O)(=O)N)C)C